C(C)N1N=C2N=C(C=NC2=C1)N[C@@H](C)C=1C=C(C=CC1F)NC(C1=CC(=C(C=C1)CN1CCCC1)C)=O (S)-N-(3-(1-((2-ethyl-2H-pyrazolo[3,4-b]pyrazin-6-yl)amino)ethyl)-4-fluorophenyl)-3-methyl-4-(pyrrolidin-1-ylmethyl)benzamide